2,3-dihydrobenzo[d]isothiazole 1,1-dioxide S1(NCC2=C1C=CC=C2)(=O)=O